6-[4-[6-[8-(1,3-benzothiazol-2-ylcarbamoyl)-3,4-dihydro-1H-isoquinolin-2-yl]-2-tert-butoxycarbonyl-3-pyridyl]-3,5-dimethyl-pyrazol-1-yl]hexanoic acid S1C(=NC2=C1C=CC=C2)NC(=O)C=2C=CC=C1CCN(CC21)C2=CC=C(C(=N2)C(=O)OC(C)(C)C)C=2C(=NN(C2C)CCCCCC(=O)O)C